C(C1=CC=CC=C1)NC1=C2N=CN(C2=NC(=N1)C1=NC=CC=C1)[C@@H]1[C@@H]([C@@H]([C@H](O1)C(=O)NC)O)O (2s,3s,4r,5s)-5-(6-(benzylamino)-2-(pyridin-2-yl)-9H-purin-9-yl)-3,4-dihydroxy-N-methyltetrahydrofuran-2-carboxamide